2-chloro-N-(5-chloro-6-(2H-1,2,3-triazol-2-yl)pyridin-3-yl)-9,9-dimethyl-8,9-dihydropyrazolo[1,5-a][1,5]naphthyridine-6(7H)-carboxamide ClC1=NN2C(C=CC=3N(CCC(C23)(C)C)C(=O)NC=2C=NC(=C(C2)Cl)N2N=CC=N2)=C1